(2S)-2-(((tert-butyldiphenylsilyl)oxy)methyl)-4-cyclopentylpyrrolidine-1-carboxylic acid tert-butyl ester C(C)(C)(C)OC(=O)N1[C@@H](CC(C1)C1CCCC1)CO[Si](C1=CC=CC=C1)(C1=CC=CC=C1)C(C)(C)C